2-amino-1-(4-methylphenyl)ethan-1-one-hydrogen chloride salt Cl.NCC(=O)C1=CC=C(C=C1)C